ClC1=C2CC(CC2=CC=C1OCCNC(OC(C)(C)C)=O)CNCCC1CN(C(O1)=O)C=1C=CC=2OCC(NC2N1)=O tert-butyl N-[2-[[4-chloro-2-[[2-[2-oxo-3-(3-oxo-4H-pyrido[3,2-b][1,4]oxazin-6-yl)-1,3-oxazolidin-5-yl]ethylamino]methyl]-2,3-dihydro-1H-inden-5-yl]oxy]ethyl]carbamate